NC=1C(=NC(=C(N1)F)C1=CC=C(C=C1)[C@]12CN(C[C@@H]2C1)C1CCC1)C=1C=C2C(C(NC(C2=C(C1)F)=O)C)(F)F 6-(3-amino-6-(4-((1S,5R)-3-cyclobutyl-3-azabicyclo[3.1.0]hexan-1-yl)phenyl)-5-fluoropyrazin-2-yl)-4,4,8-trifluoro-3-methyl-3,4-dihydroisoquinolin-1(2H)-one